(+-)-1,1,2,3,3-pentamethyl-1,2,3,5,6,7-hexahydro-4H-inden-4-one CC1([C@H](C(C=2C(CCCC12)=O)(C)C)C)C |r|